C(C)(C)(C)OC(=O)N1CC2(CC1)CC(C(C2)CC2=CC1=C(NC(N1)=O)C=C2)=NS(=O)C(C)(C)C tert-butyl-7-((tert-butylsulfinyl) imino)-8-((2-oxo-2,3-dihydro-1H-benzo[d]imidazol-5-yl) methyl)-2-azaspiro[4.4]nonane-2-carboxylate